5-chloro-8-methoxy-1-methyl-3-(tetrahydro-2H-thiopyran-4-yl)pyrido[2,3-d]pyridazin-2(1H)-one ClC1=C2C(=C(N=N1)OC)N(C(C(=C2)C2CCSCC2)=O)C